NC1=C(C=CC=C1)C1C(=CC=2N(C1=O)C1=C(N2)C=CC=C1)CC 2-(2-Aminophenyl)-3-ethyl-1-oxobenzo[4,5]imidazo[1,2-a]pyridin